CN(C(C#CC(=O)N1CC(C1)OCC(C(=O)OCCCC)C(C)C)(C)C)C butyl 2-(((1-(4-(dimethylamino)-4-methylpent-2-ynoyl)azetidin-3-yl)oxy)methyl)-3-methylbutanoate